FC1=CC(=C(C=C1)COC1CNC1)C(F)(F)F 3-[[4-Fluoro-2-(trifluoromethyl)phenyl]methoxy]azetidin